FC1CC(N(C1)C(CC=1C=NC=NC1)=O)C(=O)NC(C1=CC=C(C=C1)C(C)C)C1=CC=CC=C1 4-fluoro-N-{phenyl-[4-(prop-2-yl)phenyl]methyl}-1-[2-(pyrimidin-5-yl)acetyl]pyrrolidine-2-carboxamide